N-(tert-butoxycarbonyl)-O-(methyl-d3)-L-serine-3,3-d2 titanium(IV) monochloride [Cl-].[Ti+4].C(C)(C)(C)OC(=O)N[C@@H](C(OC([2H])([2H])[2H])([2H])[2H])C(=O)O